ClC1=CC(=C(C=N1)NC(=O)C1(CN(C1)C1=C(C=NC=C1)C)C1=C(C=CC=C1)C(C)C)OC N-(6-chloro-4-methoxypyridin-3-yl)-3-(2-isopropylphenyl)-1-(3-methylpyridin-4-yl)azetidine-3-carboxamide